BrC1=CC=CC(=N1)C=1N=C2N(N=C(C(=C2)OC)C=2C=NN(C2)C(F)F)C1 (6-bromopyridin-2-yl)-6-(1-(difluoromethyl)-1H-pyrazol-4-yl)-7-methoxyimidazo[1,2-b]pyridazine